[2-[(3,3-dimethyl-2H-benzofuran-4-yl)oxy]Pyrimidin-5-yl]Pyridine-3,4-diamine CC1(COC2=C1C(=CC=C2)OC2=NC=C(C=N2)C2=NC=CC(=C2N)N)C